FC1=C(C(=CC=C1)F)C#CC=1C=C2C=CN(C2=CC1)C 5-((2,6-Difluorophenyl)ethynyl)-1-methyl-1H-indole